3-(4-(3-(1H-Pyrazol-3-yl)pyrrolidin-1-yl)pyrimidin-2-yl)-6-(trifluoromethyl)imidazo[1,2-a]pyrazine N1N=C(C=C1)C1CN(CC1)C1=NC(=NC=C1)C1=CN=C2N1C=C(N=C2)C(F)(F)F